IC1=C(C=CC=C1)C1(CC(C1)=O)C1=CC=CC=C1 3-(2-iodophenyl)-3-phenylcyclobutane-1-one